(1aS,7bR)-5-{2-[(Z)-3-(pyrrolidin-1-yl)prop-1-enyl]-4-fluorobenzenesulfonylamino}-1,1a,2,7b-tetrahydro-cyclopropa[c]chromene-4-carboxylic acid N1(CCCC1)C\C=C/C1=C(C=CC(=C1)F)S(=O)(=O)NC1=CC=C2[C@H]3[C@@H](COC2=C1C(=O)O)C3